ClC=1N=CC2=C(N(C3=CC=CC(=C23)F)CC2=CC=C(C=C2)C=2N(C=C(N2)C(F)(F)F)C(C)C)N1 D-2-chloro-5-fluoro-9-(4-(1-isopropyl-4-(trifluoromethyl)-1H-imidazol-2-yl)benzyl)-9H-pyrimido[4,5-b]indole